C1(CC1)C(=O)[O-] cyclopropylcarboxylat